4-(3-(2-methoxyethyl)-5-(5-(methoxymethyl)-3-(m-tolyl)-1H-1,2,4-triazol-1-yl)-3H-imidazo[4,5-b]pyridin-7-yl)morpholine COCCN1C=NC=2C1=NC(=CC2N2CCOCC2)N2N=C(N=C2COC)C=2C=C(C=CC2)C